3-chlorospiro[fluorene-9,9-xanthene] ClC=1C=CC2=C(C1)C1=CC=CC=C1C21C2=CC=CC=C2OC=2C=CC=CC12